O1C(=CC=C1)C1=NN2C(N=C(N=C2N)N2CC(CCC2)CN2CCN(CC2)C2=CC=C(C=C2)C(F)(F)F)=N1 2-(furan-2-yl)-5-(3-((4-(4-(trifluoromethyl)phenyl)piperazin-1-yl)methyl)piperidin-1-yl)-[1,2,4]triazolo[1,5-a][1,3,5]triazine-7-amine